N-(3-methyloxetan-3-yl)-2,3-dihydro-1H-pyrrolo[3,4-c]pyridine-6-carboxamide CC1(COC1)NC(=O)C1=CC2=C(C=N1)CNC2